cobalt (i) N-((6-methyl-4-(4-(trifluoromethyl)phenyl)-4,5,6,7-tetrahydropyrazolo[1,5-a]pyrimidin-6-yl)methyl)acrylamide CC1(CN(C=2N(C1)N=CC2)C2=CC=C(C=C2)C(F)(F)F)CNC(C=C)=O.[Co+]